ClC=1C=C(C=CC1C1CCCC1)C1=NC(=NO1)C1=CC=C(CN2CCC(CC2)(C(=O)O)COC)C=C1 1-{4-[5-(3-chloro-4-cyclopentylphenyl)-[1,2,4]-oxadiazol-3-yl]benzyl}-4-methoxymethylpiperidine-4-carboxylic acid